CON=C1CN(C(C1)CO)C(=O)C1=CC=C(C=C1)C1=C(C=CC=C1)C 5-(hydroxymethyl)-1-[(2'-methyl-1,1'-biphenyl-4-yl)carbonyl]pyrrolidine-3-one O-methyloxime